FC(C=1C=NC2=CC=CC(=C2C1)CC(=O)N)(F)F (3-(trifluoromethyl)quinolin-5-yl)acetamide